tert-butyl (5-(4-isobutyramido-3-methylphenyl)thiazolo[5,4-b]pyridin-2-yl)carbamate C(C(C)C)(=O)NC1=C(C=C(C=C1)C1=CC=C2C(=N1)SC(=N2)NC(OC(C)(C)C)=O)C